2-((S)-1-[1,4]dioxan-2-ylmethoxy)-9-methoxy-1-methyl-6,7-dihydro-pyrido[2,1-a]isoquinolin-4-one O1[C@@H](COCC1)COC=1C(=C2N(CCC3=CC(=CC=C23)OC)C(C1)=O)C